2'-methyl-1,1':3',1''-terphenyl CC1=C(C=CC=C1C1=CC=CC=C1)C1=CC=CC=C1